4-(3-((4-ethoxy-3-(1-methyl-7-oxo-3-propyl-6,7-dihydro-1H-pyrazolo[4,3-d]pyrimidin-5-yl)phenyl)amino)-2-ethyl-5-oxopyrrolidin-1-yl)-2-(trifluoromethyl)benzonitrile C(C)OC1=C(C=C(C=C1)NC1C(N(C(C1)=O)C1=CC(=C(C#N)C=C1)C(F)(F)F)CC)C=1NC(C2=C(N1)C(=NN2C)CCC)=O